CC1=C(C=C(C(=C1O)C)C)O 2,4,5-Trimethylbenzene-1,3-diol